O[C@@H]1CN(CC[C@@H]1N1C([C@@H](CC1)OC[C@H](C)NC1=C(C(NN=C1)=O)C(F)(F)F)=O)C1=NC=C(C=N1)C(F)(F)F 5-(((S)-1-(((R)-1-((3R,4S)-3-hydroxy-1-(5-(trifluoromethyl)pyrimidin-2-yl)piperidin-4-yl)-2-oxopyrrolidin-3-yl)oxy)propan-2-yl)amino)-4-(trifluoromethyl)pyridazin-3(2H)-one